2-(2-(tert-butyl)phenoxy)-N-(3-fluoro-4-hydroxyphenyl)acetamide C(C)(C)(C)C1=C(OCC(=O)NC2=CC(=C(C=C2)O)F)C=CC=C1